rac-4-(5-cyclopropyl-1,2-oxazol-3-yl)-N-{(1R,6S)-2,2-difluoro-6-[4-(propan-2-yl)piperazin-1-yl]cyclohexyl}-4-methylpiperidine-1-carboxamide C1(CC1)C1=CC(=NO1)C1(CCN(CC1)C(=O)N[C@H]1C(CCC[C@@H]1N1CCN(CC1)C(C)C)(F)F)C |r|